7-{[1-(2-fluorophenyl)-1H-1,2,3-triazol-4-yl]methyl}-5-(2-methoxy-6-methylpyridin-3-yl)-7H-pyrrolo[2,3-d]pyrimidin-4-amine FC1=C(C=CC=C1)N1N=NC(=C1)CN1C=C(C2=C1N=CN=C2N)C=2C(=NC(=CC2)C)OC